C(C)(C)(C)OC(CN(C)C(\C=C\CN1CCC1)=O)=O (E)-N-(4-(azetidin-1-yl)but-2-enoyl)-N-methylglycine tert-butyl ester